FC1=CC=C2C(C(N(C2=C1)C)=O)=O 6-fluoro-1-methylindoline-2,3-dione